NC1=NC=CC(=N1)C=1C2=C(C(=NC1)NCC=1C=C(C(=O)NC3CC4(C3)CCN(CC4)C(=O)OC(C)(C)C)C=CC1)CCO2 tert-Butyl 2-(3-(((7-(2-aminopyrimidin-4-yl)-2,3-dihydrofuro[3,2-c]pyridin-4-yl)amino)methyl)benzamido)-7-azaspiro[3.5]nonane-7-carboxylate